2-[(4,4-difluorocyclohexyl)methyl]-N-(5-methylsulfonylpyridin-3-yl)-4-(trifluoromethyl)pyrazole-3-carboxamide FC1(CCC(CC1)CN1N=CC(=C1C(=O)NC=1C=NC=C(C1)S(=O)(=O)C)C(F)(F)F)F